FC(C1=CC=C(C=C1)CC(=O)N[C@H]1CN(CC1)C(=O)OC(C)(C)C)(F)F tert-butyl (R)-3-(2-(4-(trifluoromethyl)phenyl)acetamido)pyrrolidine-1-carboxylate